2-(4-(3-(4-Fluorophenyl)ureido)phenyl)-N-isopropyl-1,5-naphthyridine-4-carboxamide FC1=CC=C(C=C1)NC(NC1=CC=C(C=C1)C1=NC2=CC=CN=C2C(=C1)C(=O)NC(C)C)=O